5-(1,3-benzodioxol-5-yl)-3-(1H-imidazol-1-ylmethyl)-1,2,4-oxadiazole O1COC2=C1C=CC(=C2)C2=NC(=NO2)CN2C=NC=C2